(S)-N-(5-(cyclopropylmethoxy)pyridin-2-yl)-2-((R)-4,4-difluoro-3-(1-methyl-1H-pyrazol-3-yl)piperidin-1-yl)propanamide C1(CC1)COC=1C=CC(=NC1)NC([C@H](C)N1C[C@@H](C(CC1)(F)F)C1=NN(C=C1)C)=O